NC1=C2C(=NC=N1)N(N=C2C2=CC(=CC=C2)O)CC2=NC1=CC=CC(=C1C(N2CC=2C=NN(C2)C)=O)C#CCCCC(=O)N2CCOCC2 2-((4-Amino-3-(3-hydroxyphenyl)-1H-pyrazolo[3,4-d]pyrimidin-1-yl)methyl)-3-((1-methyl-1H-pyrazol-4-yl)methyl)-5-(6-morpholino-6-oxohex-1-yn-1-yl)quinazolin-4(3H)-one